C(CCCCCCCCCCCCCCCCCCC)N(CCO)CCO N-eicosyl-diethanolamine